F[C@H]1[C@@]2(CCC[C@](C[C@H]1N(C=1N=CC(=NC1)C1=C(C=C(C=C1)C1=NN(C=C1)C)O)C)(N2)C)C 2-(5-{[(1S,2R,3R,5R)-2-fluoro-1,5-dimethyl-9-azabicyclo[3.3.1]nonan-3-yl](methyl)amino}pyrazin-2-yl)-5-(1-methyl-1H-pyrazol-3-yl)phenol